C(#N)C=CC(=O)OCC[N+](CC)(CC)CC cyanoacryloyl-oxyethyl-triethyl-ammonium